BrC1=C(C=C(C=C1)CNC)C(F)F 1-(4-bromo-3-(difluoromethyl)phenyl)-N-methylmethanamine